9,9-bis(2-methoxyethoxy)methyl-2,7-diaminofluorene COCCOCC1(C2=CC(=CC=C2C=2C=CC(=CC12)N)N)COCCOC